N-[(2S)-2-hydroxy-2-(3-pyridyl)ethyl]-N-(4-piperidylmethyl)-2-[6-(trifluoromethyl)-3-pyridyl]acetamide O[C@H](CN(C(CC=1C=NC(=CC1)C(F)(F)F)=O)CC1CCNCC1)C=1C=NC=CC1